2-(4-fluorophenyl)-1-methyl-1H-imidazo[4,5-c]pyridin-7-amine FC1=CC=C(C=C1)C=1N(C2=C(C=NC=C2N)N1)C